OC1=C(N(N=C1C)CCC1=CC=C(C=C1)COC)C1=NNC(=N1)N1N=C(C=2C1=CN=C(C2)C)C(=O)N 1-[3-[4-hydroxy-2-[2-[4-(methoxymethyl)phenyl]ethyl]-5-methyl-pyrazol-3-yl]-1H-1,2,4-triazol-5-yl]-5-methyl-pyrazolo[3,4-c]pyridine-3-carboxamide